2-(4-(2-((4-(Bis((9Z,12Z,15Z)-2-hydroxyoctadeca-9,12,15-trien-1-yl)amino)butyl)disulfaneyl)ethyl)piperazin-1-yl)ethyl 4-(bis((9Z,12Z)-2-hydroxyoctadeca-9,12-dien-1-yl)amino)butanoate OC(CN(CCCC(=O)OCCN1CCN(CC1)CCSSCCCCN(CC(CCCCCC\C=C/C\C=C/C\C=C/CC)O)CC(CCCCCC\C=C/C\C=C/C\C=C/CC)O)CC(CCCCCC\C=C/C\C=C/CCCCC)O)CCCCCC\C=C/C\C=C/CCCCC